ClC1=C(C=C(C=C1)C1=C(C=C(C=C1)F)C1=NN=CN1C)NC(=O)C=1C(N(C=C(C1)CNCC(C)C)CC(F)(F)F)=O N-(4-Chloro-4'-fluoro-2'-(4-methyl-4H-1,2,4-triazol-3-yl)-[1,1'-biphenyl]-3-yl)-5-((isobutylamino)methyl)-2-oxo-1-(2,2,2-trifluoroethyl)-1,2-dihydropyridine-3-carboxamide